6-(1-(2-(1-(4-(2,4-dioxotetrahydropyrimidin-1(2H)-yl)phenyl)piperidin-4-yl)ethyl)piperidin-4-yl)-2-(4-phenoxyphenyl)-9,10-dihydro-4H-benzo[d]pyrazolo[1,5-a][1,3]diazepine-3-carboxamide O=C1N(CCC(N1)=O)C1=CC=C(C=C1)N1CCC(CC1)CCN1CCC(CC1)C=1C=CC2=C(NC=3N(CC2)N=C(C3C(=O)N)C3=CC=C(C=C3)OC3=CC=CC=C3)C1